N1=CC=C(C=C1)C1=NC2=C(N1CC1=CC=C(C=C1)C1=NOC(=N1)C(F)(F)F)C=CC=C2 3-[4-[[2-(4-pyridyl)benzimidazol-1-yl]methyl]phenyl]-5-(trifluoromethyl)-1,2,4-oxadiazole